F[C@@H]1CCN(C1)C (2R,4R)-4-fluoro-1-methylpyrrolidin